C(#N)C1=CC(=C(COC2=CC=CC(=N2)C2[C@H]3CN(C[C@@H]23)CC2=NC3=C(N2C[C@H]2OCC2)C=C(C=C3OC)C(=O)OC)C=C1)F Methyl 2-(((1R,5S,6S)-6-(6-((4-cyano-2-fluorobenzyl)oxy)pyridin-2-yl)-3-azabicyclo[3.1.0]hexan-3-yl)methyl)-4-methoxy-1-(((S)-oxetan-2-yl)methyl)-1H-benzo[d]imidazole-6-carboxylate